FC=1C=C(OC=2C=C(C=C(C2)F)[C@@H]2N(OCC2)C2=CC(=NC=N2)NC=2C(=CC(=C(C2)NC(C=C)=O)N2CCN(CC2)C)OC)C=C(C1)F (R)-N-(5-((6-(3-(3-(3,5-difluoro-phenoxy)-5-fluoro-phenyl)isoxazolidin-2-yl)pyrimidin-4-yl)amino)-4-methoxy-2-(4-methylpiperazin-1-yl)phenyl)acryl-amide